1-(3-ethyl-1,1,3,6-tetramethyl-2,3-dihydro-1H-inden-5-yl)ethanone C(C)C1(CC(C2=CC(=C(C=C12)C(C)=O)C)(C)C)C